ClC1=CC=C(C=C1)[C@H]1[C@@H](CN(C1)C(=O)OC(C)(C)C)C(=O)OC |r| O1-tert-butyl O3-methyl rac-(3S,4R)-4-(4-chlorophenyl)pyrrolidine-1,3-dicarboxylate